C(#C)C1=NC=CC(=C1)CN1C2CN(CC1C2)C2=CC=C(C=N2)C=2C=1N(C=C(C2)C=2C=NN(C2)C)N=CC1C#N 4-(6-(6-((2-ethynylpyridin-4-yl)methyl)-3,6-diazabicyclo[3.1.1]heptan-3-yl)pyridin-3-yl)-6-(1-methyl-1H-pyrazol-4-yl)pyrazolo[1,5-a]pyridine-3-carbonitrile